FC(C(=O)O[Ag])(F)F (2,2,2-trifluoroacetoxy)silver